C(C)(=O)N1C(NC([C@H]1CC1=CC=C(C=C1)OC)=O)=S (R)-1-acetyl-5-(4-methoxybenzyl)-2-thioxoimidazolidin-4-one